2-ethyl 8-(2-methoxyethyl) (2s,5r)-3-((4-(benzyloxy)-3-fluorophenyl) sulfonyl)-3,8-diazabicyclo[3.2.1]-octane-2,8-dicarboxylate C(C1=CC=CC=C1)OC1=C(C=C(C=C1)S(=O)(=O)N1[C@@H](C2CC[C@H](C1)N2C(=O)OCCOC)C(=O)OCC)F